[W].[Bi].[Fe].[Sm] Samarium-Iron-Bismuth-Tungsten